acryloyloxymonoethyl phthalate C(C=1C(C(=O)[O-])=CC=CC1)(=O)OCCOC(C=C)=O